N-(3,4-dimethoxyphenyl)-2-((5-(furan-2-yl)-4H-1,2,4-triazol-3-yl)thio)acetamide ethyl-4-[2-(5-cyclopropyl-4,7-difluoro-3,3-dimethyl-2-oxoindol-1-yl)acetamido]-3,3-dimethylvalerate C(C)OC(CC(C(C)NC(CN1C(C(C2=C(C(=CC(=C12)F)C1CC1)F)(C)C)=O)=O)(C)C)=O.COC=1C=C(C=CC1OC)NC(CSC1=NN=C(N1)C=1OC=CC1)=O